6-[8-fluoro-2-[1-(1-methylcyclopropyl)-4-piperidyl]imidazo[1,2-a]pyridin-6-yl]-2,8-dimethyl-imidazo[1,2-b]pyridazine FC=1C=2N(C=C(C1)C=1C=C(C=3N(N1)C=C(N3)C)C)C=C(N2)C2CCN(CC2)C2(CC2)C